2-fluorooctadecanoic acid ethyl ester C(C)OC(C(CCCCCCCCCCCCCCCC)F)=O